C[C@H]1CC[C@@H](C[C@@H]1O)C(=C)C The molecule is a dihydrocarveol with (1S,2S,4S)-stereochemistry. It has a role as a plant metabolite. It is an enantiomer of a (-)-dihydrocarveol.